7,9-di-tert-butyl-3-(2-chlorophenyl)-4-phenyl-1-oxa-2-azaspiro[4.5]deca-2,6,9-trien-8-one C(C)(C)(C)C1=CC2(C(C(=NO2)C2=C(C=CC=C2)Cl)C2=CC=CC=C2)C=C(C1=O)C(C)(C)C